The molecule is a 3-hydroxy fatty acyl-CoA resulting from the formal condensation of the thiol group of coenzyme A with the carboxy group of (S)-3-hydroxypentanoic acid. It is a 3-hydroxy fatty acyl-CoA and a short-chain fatty acyl-CoA. It derives from a (S)-3-hydroxypentanoic acid. It is a conjugate acid of a (S)-3-hydroxypentanoyl-CoA(4-). CC[C@@H](CC(=O)SCCNC(=O)CCNC(=O)[C@@H](C(C)(C)COP(=O)(O)OP(=O)(O)OC[C@@H]1[C@H]([C@H]([C@@H](O1)N2C=NC3=C(N=CN=C32)N)O)OP(=O)(O)O)O)O